CC=1C=C(C=CC1)C1=NC2=CC(=CC=C2C=C1[Ir](C=1C(=NC2=CC(=CC=C2C1)C)C1=CC(=CC=C1)C)C=1C(=NC2=CC(=CC=C2C1)C)C1=CC(=CC=C1)C)C tris(2-(3-methylphenyl)-7-methylquinolinyl)iridium